1-(2,2-Difluoroethyl)-N-((3S,4S)-1,3-dimethylpiperidin-4-yl)-6-(3-((2-methoxy-4-(methylsulfonyl)phenyl)amino)prop-1-yn-1-yl)-1H-benzo[d]imidazole-4-carboxamide FC(CN1C=NC2=C1C=C(C=C2C(=O)N[C@@H]2[C@H](CN(CC2)C)C)C#CCNC2=C(C=C(C=C2)S(=O)(=O)C)OC)F